C(C)(=O)C=1C(=NC(=CC1)N1C=NC2=C1C=C1C(=C2)CCN1)N1N=C(C=C1C)C#N 1-[3-acetyl-6-(6,7-dihydro-5H-pyrrolo[3,2-f]benzimidazol-3-yl)-2-pyridyl]-5-methyl-pyrazole-3-carbonitrile